diphenylsulfone dibromide [Br-].[Br-].C1(=CC=CC=C1)S(=O)(=O)C1=CC=CC=C1